C(C)C(COC(C1=CC=C(C=C1)N(C)C)=O)CCCC 2-ethylhexyl-p-(dimethylamino)-benzoate